5,6-dihydroxy-2-methyl-N-(pyridin-3-ylmethyl)pyrimidine-4-carboxamide OC=1C(=NC(=NC1O)C)C(=O)NCC=1C=NC=CC1